C(C)(C)(C)OC(=O)N(C1=C(C(=O)O)C=CC=C1Cl)C(=O)OC(C)(C)C 2-[bis(tert-butoxycarbonyl)amino]3-chlorobenzoic acid